(2r,3r)-2-(2,4-difluorophenyl)-3-(prop-2-yn-1-yloxy)-1-(1H-1,2,4-triazol-1-yl)-butan-2-ol FC1=C(C=CC(=C1)F)[C@@](CN1N=CN=C1)([C@@H](C)OCC#C)O